(S)-tert-butyl 2-(4-(4-((4-cyanopyridin-2-yl)carbamoyl)phenyl)-5-(ethoxycarbonyl)-1H-imidazol-2-yl)piperidine-1-carboxylate C(#N)C1=CC(=NC=C1)NC(=O)C1=CC=C(C=C1)C=1N=C(NC1C(=O)OCC)[C@H]1N(CCCC1)C(=O)OC(C)(C)C